(S)-3-(1'-(3-methoxy-5-(1-methyl-1H-pyrazol-4-yl)benzyl)-6-oxo-6,8-dihydro-2H,7H-spiro[furo[2,3-e]isoindole-3,4'-piperidin]-7-yl)piperidine-2,6-dione COC=1C=C(CN2CCC3(CC2)COC2=C4CN(C(C4=CC=C23)=O)[C@@H]2C(NC(CC2)=O)=O)C=C(C1)C=1C=NN(C1)C